racemic-8,9-difluoro-3-methyl-1-(methylamino)-1,3,4,5-tetrahydrobenzo[c][1,7]naphthyridin-6(2H)-one FC=1C(=CC2=C(C(NC=3CN(C[C@@H](C23)NC)C)=O)C1)F |r|